4-epoxy-1-methylcyclohexyl-3,4-epoxycyclohexyl-1-methylhexanecarboxylate CC1(CC2C(CC1)(O2)C21C(CCCC2)O1)OC(=O)C(CCCCC)C